(2R)-1-[(4aR,8aS)-3,4,4a,5,6,7,8,8a-Octahydro-2H-quinolin-1-yl]-2-[cyclopropyl-[(4-methoxy-2-morpholino-phenyl)methyl]amino]-3-hydroxy-propan-1-one N1(CCC[C@H]2CCCC[C@H]12)C([C@@H](CO)N(CC1=C(C=C(C=C1)OC)N1CCOCC1)C1CC1)=O